CN(CCC(=O)OC(C(=O)OCCCCCCCCCCCCCCCC)CCC(=O)OCCCCCCCCCCCCCCCC)C Dihexadecyl 2-((3-(dimethylamino)propanoyl)oxy)pentanedioate